NC1=NN2C(N=CC=C2)=C1C(=O)NC=1C(=NN(C1)CC(C)(C)C)C1=C(C=CC(=C1)Cl)OC 2-amino-N-(3-(5-chloro-2-methoxyphenyl)-1-neopentyl-1H-pyrazol-4-yl)pyrazolo[1,5-a]pyrimidine-3-carboxamide